N-(3,6-diethyl-9H-fluoren-9-yl)-2-oxo-6-(trifluoromethyl)-1,2-dihydropyridine-3-carboxamide C(C)C=1C=CC=2C(C3=CC=C(C=C3C2C1)CC)NC(=O)C=1C(NC(=CC1)C(F)(F)F)=O